(+)-6-{2-(2-chloro-4-fluorophenyl)-6-[(methylamino)methyl]-4,5,6,7-tetrahydropyrazolo[1,5-a]pyrimidin-3-yl}-2-(2-methylphenyl)pyridazin-3(2H)-one ClC1=C(C=CC(=C1)F)C1=NN2C(NCC(C2)CNC)=C1C=1C=CC(N(N1)C1=C(C=CC=C1)C)=O